CN(CC[C@H](CSC1=CC=C(C=C1)F)NC1=C(C=C(C=C1F)S(=O)(=O)NC(=O)[C@]1(OCCCC1)C)F)C (S)-N-((4-(((R)-4-(dimethylamino)-1-((4-fluorophenyl)thio)butan-2-yl)amino)-3,5-difluorophenyl)sulfonyl)-2-methyltetrahydro-2H-pyran-2-carboxamide